IC1=C(C=2N(C=C1)C(N(N2)C)=O)OC 7-Iodo-8-methoxy-2-methyl-[1,2,4]triazolo[4,3-a]pyridin-3(2H)-one